ClC1=CC=C(OCC2=NN=C(O2)S)C=C1 5-((4-chlorophenoxy)methyl)-2-mercapto-1,3,4-oxadiazole